(2-azido-4,4,4-trifluoro-2-methyl-n-butyl)benzene N(=[N+]=[N-])C(CC1=CC=CC=C1)(CC(F)(F)F)C